3-(2-(dimethylamino)ethyl)-1H-indol-4-yl (3,3,3-trifluoropropyl)carbamate FC(CCNC(OC1=C2C(=CNC2=CC=C1)CCN(C)C)=O)(F)F